C(C)N1CCCC1 (2R)-1-ethylpyrrolidin